tert-butyl (3-butoxyadamantan-1-yl)carbamate C(CCC)OC12CC3(CC(CC(C1)C3)C2)NC(OC(C)(C)C)=O